FC(C1=C(C=C(C=N1)B(O)O)C)F (6-(Difluoromethyl)-5-methylpyridin-3-yl)boronic acid